tert-butyl-2,4-dichloro-5H-pyrrolo[3,4-d]pyrimidine-6(7H)-carboxylate C(C)(C)(C)OC(=O)N1CC=2N=C(N=C(C2C1)Cl)Cl